(R)-N1-(2-((4-methylpyridin-2-yl)oxy)propyl)-N3-(2-((1-propylpiperidin-4-yl)oxy)ethyl)propane-1,3-diamine CC1=CC(=NC=C1)O[C@@H](CNCCCNCCOC1CCN(CC1)CCC)C